4-(2-methylpyrrolidin-3-yl)-1H-pyrazole CC1NCCC1C=1C=NNC1